C[C@]1(C=C)CC[C@@H]([C@@](CCC=C(C)C)(O1)C)O (3R,6S,7R)-3,7,11-trimethyl-3,7-epoxy-1,10-dodecadien-6-ol